phenyl-DIMETHOXYSILANE C1(=CC=CC=C1)[SiH](OC)OC